decanediol bis(2-phenylimidazolyl ethanoate) C1(=CC=CC=C1)C=1NC=C(N1)CC(=O)OC(CCCCCCCCC)OC(CC=1N=C(NC1)C1=CC=CC=C1)=O